2-[[1-[[(2,3-dihydro-2-oxo-1H-benzimidazol-5-yl)amino]formyl]-2-oxopropyl]azo]benzoic acid O=C1NC2=C(N1)C=CC(=C2)NC(=O)C(C(C)=O)N=NC2=C(C(=O)O)C=CC=C2